OC[C@@H](C)NC(OC(C)(C)C)=O t-butyl (R)-(1-hydroxypropan-2-yl)carbamate